C1(=CC=CC=2C3=CC=CC=C3CC12)[Si](C1=CC=CC=2C3=CC=CC=C3CC12)(C1=CC=CC=2C3=CC=CC=C3CC12)C1=CC=CC=2C3=CC=CC=C3CC12 Tetrafluorenyl-silane